(3aR,6aS)-2-(phenylsulfonyl)octahydropyrrolo[3,4-c]pyrrole hydrochloride Cl.C1(=CC=CC=C1)S(=O)(=O)N1C[C@@H]2CNC[C@@H]2C1